4-(4-Aminobutyl)piperidine-1-carboxylic acid tert-butyl ester C(C)(C)(C)OC(=O)N1CCC(CC1)CCCCN